ClS(=O)(=O)C=1C=C(C=NC1)C(=O)O 5-(Chlorosulfonyl)pyridine-3-carboxylic acid